2-(4-cyclopropyl-6-methoxypyrimidin-5-yl)-8-(4-(5-methyl-3-(trifluoromethyl)-1H-pyrazol-1-yl)benzyl)pyrido[2,3-d]pyrimidin-7(8H)-one C1(CC1)C1=NC=NC(=C1C=1N=CC2=C(N1)N(C(C=C2)=O)CC2=CC=C(C=C2)N2N=C(C=C2C)C(F)(F)F)OC